[C@H]12OC[C@H](N(C1)CC=1N(C3=CC(=CC=C3C(C1)=O)C1=NC(=NC=C1F)N[C@H]1[C@@H](COCC1)O)C(C)C)C2 2-(((1R,4R)-2-oxa-5-azabicyclo[2.2.1]heptan-5-yl)methyl)-7-(5-fluoro-2-(((3S,4R)-3-hydroxytetrahydro-2H-pyran-4-yl)amino)pyrimidin-4-yl)-1-isopropylquinolin-4(1H)-one